N1CC(C1)N1N=NC(=C1)C1=NC(=NC(=C1C)C(F)F)N1[C@H]([C@@H](C1)O)C (2S,3R)-1-(4-(1-(azetidin-3-yl)-1H-1,2,3-triazol-4-yl)-6-(difluoromethyl)-5-methylpyrimidin-2-yl)-2-methylazetidin-3-ol